4-(1-(4-(Trifluoromethoxy)phenyl)-1H-1,2,4-triazol-3-yl)phenethyl (Z)-(3-(2-methoxy-5-methylphenyl)-4-oxothiazolidin-2-ylidene)carbamate COC1=C(C=C(C=C1)C)N1/C(/SCC1=O)=N/C(OCCC1=CC=C(C=C1)C1=NN(C=N1)C1=CC=C(C=C1)OC(F)(F)F)=O